CN(C)[Mo+4]N(C)C bis(dimethylamino)molybdenum(VI)